C(C=C)(=O)OCCCCCCCCCCCCC[SiH2]C acryloyloxytridecylmethylsilane